C1=CC=CC2=C1C1=CC=CCC=C1CCC2 5,6,7,9-TETRAHYDRO-BENZO[A]HEPTALEN